COC=1C=C(C=C(C1)OC)C(C)C 2-(3,5-dimethoxyphenyl)propan